ClC1=C(CC[C@]2(CN(CCC2)C2=CC(=C(C(=C2)F)S(=O)(=O)NC2=NC=NC=C2)F)N(C)C)C=CC=C1C(F)(F)F (S)-4-(3-(2-chloro-3-(trifluoromethyl)phenethyl)-3-(dimethylamino)piperidin-1-yl)-2,6-difluoro-N-(pyrimidin-4-yl)benzenesulfonamide